N-propargyl-N-methylaniline C(C#C)N(C1=CC=CC=C1)C